C1C=CN2N3C(=C4C=CC=CC4=C21)C=CC(=C3)C(=O)O 1H-pyrido[2,1-a]pyrrolo[1,2-c]phthalazine-7-carboxylic acid